FC1CCN(CC1)C(=O)N1CC2=C(C=C(C=C2CC1)C=1C=C2C(=NC1)NC=C2C)[C@H]2NCCOC2 (R)-3-(2-(4-fluoropiperidine-1-Carbonyl)-6-(3-methyl-1H-pyrrolo[2,3-b]pyridin-5-yl)-1,2,3,4-tetrahydroisoquinolin-8-yl)morpholine